Cl.C(C)[NH+](CC)CC triethylammonium hydrochloride salt